C(#C)C1=CC(=C(C=C1)N1CCN(CC1)C(=O)OC(C)(C)C)F Tert-butyl 4-(4-ethynyl-2-fluorophenyl)piperazin-1-carboxylate